methyl (3R)-3-[[(tert-butoxy)carbonyl]amino]-2-(methanesulfinylmethyl)butanoate C(C)(C)(C)OC(=O)N[C@@H](C(C(=O)OC)CS(=O)C)C